1-[(1S,4aS,5S,8aS)-5-(3-hydroxy-3-methyl-butyl)-1-methyl-3,4,4a,5,6,7,8,8a-octahydro-1H-isoquinolin-2-yl]-2-(2-acetyl-3,5-dichloro-4-pyridyl)ethanone OC(CC[C@H]1[C@@H]2CCN([C@H]([C@H]2CCC1)C)C(CC1=C(C(=NC=C1Cl)C(C)=O)Cl)=O)(C)C